FC1([C@@H](C1)CN1[C@H]2CN(C[C@@H]1CC2)C2=NC(=NC=C2)NC=2C=NN(C2)C)F 4-[(1R,5S)-8-{[(1S)-2,2-difluorocyclopropyl]methyl}-3,8-diazabicyclo[3.2.1]oct-3-yl]-N-(1-methyl-1H-pyrazol-4-yl)pyrimidin-2-amine